4-methyl-1-(3-(4-nitrophenyl)imidazo[1,2-a]pyridin-7-yl)piperidin-4-ol heptadecan-1-yl-eleostearate C(CCCCCCCCCCCCCCCC)C(C(=O)OC1(CCN(CC1)C1=CC=2N(C=C1)C(=CN2)C2=CC=C(C=C2)[N+](=O)[O-])C)CCCCCCC=CC=CC=CCCCC